(3R)-3-amino-7-(6-tert-butylpyridazin-4-yl)-8-fluoro-1,1-dioxo-5-[[4-[5-(trifluoromethyl)-1,2,4-oxadiazol-3-yl]phenyl]methyl]-2,3-dihydro-1λ6,5-benzothiazepine-4-One N[C@H]1CS(C2=C(N(C1=O)CC1=CC=C(C=C1)C1=NOC(=N1)C(F)(F)F)C=C(C(=C2)F)C2=CN=NC(=C2)C(C)(C)C)(=O)=O